CC1(CCC(CC1)C)P(=O)=O 1,4-dimethylphosphocyclohexane